S(=O)(=O)(O)O.OCCN(C1=CC=C(C=C1)N)CCO N,N-bis(2-hydroxyethyl) p-phenylenediamine sulfate